N-(4-((2-amino-3-chloropyridin-4-yl)oxy)-3-fluorophenyl)-5-phenylthiazole-2-carboxamide NC1=NC=CC(=C1Cl)OC1=C(C=C(C=C1)NC(=O)C=1SC(=CN1)C1=CC=CC=C1)F